((2'-(6-chloro-1,3-dihydro-2H-pyrrolo[3,4-c]pyridin-2-yl)-[2,4'-bipyrimidin]-4-yl)ethynyl)-1H-indazole ClC1=CC2=C(C=N1)CN(C2)C2=NC=CC(=N2)C2=NC=CC(=N2)C#CN2N=CC1=CC=CC=C21